COC=1C=C(C=CC1OCCCN1CCCCC1)NC1=NC=CC(=N1)NC=1C=C2C=NN(C2=CC1)C 2-[3-methoxy-4-(3-piperidinopropoxy)phenylamino]-4-(1-methyl-1H-indazol-5-ylamino)pyrimidine